tert-butyl 2-(4-hydroxyphenyl)-6-methyl-3-oxo-1-({[2-(pyridazin-3-yl)phenyl]methyl}carbamoyl)-5H,6H,8H-imidazo[1,5-a]pyrazine-7-carboxylate OC1=CC=C(C=C1)N1C(N2C(CN(C(C2)C)C(=O)OC(C)(C)C)=C1C(NCC1=C(C=CC=C1)C=1N=NC=CC1)=O)=O